NCCC1SC(=CN(C1)C=1C2=C(N=CN1)NC=C2)C(=O)N (2-aminoethyl)-4-(7H-pyrrolo[2,3-d]pyrimidin-4-yl)-3,4-dihydro-2H-1,4-thiazine-6-carboxamide